COC(=O)N1CCN(CCC1)C1CCC2(C(NC3=CC=CC=C23)=O)CC1 4-(2'-oxo-1',2'-dihydrospiro[cyclohexane-1,3'-indol]-4-yl)-1,4-diazepan-1-carboxylic acid methyl ester